methyl 1,3-dicarboxy-5-adamantylacrylate C(=O)(O)C12CC3(CC(CC(C1)C3)(C2)C(C(=O)OC)=C)C(=O)O